COC=1C=CC(=NC1)C=C1NCCC(C1)N ((5-methoxypyridin-2-yl)methylene)piperidin-4-amine